N-[Trans-(7RS,9RS)-3-cyclopropyl-5-(2-methylpropylsulfamoyl)-7-(naphthalen-1-ylcarbamoylamino)-8,9-dihydro-7H-cyclopenta[h]isochinolin-9-yl]pyridin-3-carboxamid C1(CC1)C=1N=CC2=C3C(=CC(=C2C1)S(NCC(C)C)(=O)=O)[C@@H](C[C@H]3NC(=O)C=3C=NC=CC3)NC(NC3=CC=CC1=CC=CC=C31)=O |r|